COC(=O)N1C(C2=CC=CC=C2CC1)CC(NC=1SC=CN1)=O methyl-1-(2-oxo-2-(thiazol-2-ylamino)ethyl)-3,4-dihydroisoquinoline-2(1H)-carboxylate